P(=O)([O-])([O-])[O-].[K+].C(=O)(OC(C)(C)C)C(O)CN.[K+].[K+] Boc-ethanolamine potassium phosphate salt